C1C(CC2=CC=CC=C12)C1(C(N(C(=C(C1)C(=O)N(C)C)C)C1=CC(=CC=C1)C(F)(F)F)=O)C(=O)N 3-(2,3-dihydro-1H-inden-2-yl)-N5,N5,6-trimethyl-2-oxo-1-[3-(trifluoromethyl)-phenyl]-1,2-dihydropyridine-3,5-dicarboxamide